C(CCC)OC(=O)C1(CCC=2N1C=NC2)C2=C(C=C(C=C2)C#N)OC 5-(4-Cyano-2-methoxyphenyl)-6,7-dihydro-5H-pyrrolo[1,2-c]imidazole-5-carboxylic acid butyl ester